2-(5-(4-fluoro-2-(4-isopropylpyrimidin-5-yl)phenoxy)pyrimidin-4-yl)-2-azaspiro[3.3]heptan-6-amine FC1=CC(=C(OC=2C(=NC=NC2)N2CC3(C2)CC(C3)N)C=C1)C=1C(=NC=NC1)C(C)C